2-[3-[5-(difluoromethyl)-1,3,4-thiadiazol-2-yl]-6-fluoro-5-[[1-(fluoromethyl)cyclopropyl]sulfamoyl]-2-oxo-benzimidazol-1-yl]acetamide FC(C1=NN=C(S1)N1C(N(C2=C1C=C(C(=C2)F)S(NC2(CC2)CF)(=O)=O)CC(=O)N)=O)F